BrC1=CN=C(C(=N1)NCC=1C=CC=2N(C1)C=CN2)N 6-bromo-N2-(imidazo[1,2-a]pyridin-6-ylmethyl)pyrazine-2,3-diamine